CN(C(CNS(=O)(=O)C1=C(C=CC(=C1)[N+](=O)[O-])C)=O)C N,N-dimethyl-2-(2-methyl-5-nitrophenylsulfonamido)acetamide